1-(((1-Methoxy(propan-2-yl)oxy)propan-2-yl)oxy)propan-2-amin COCC(C)OCC(C)OCC(C)N